(S)-1-amino-2-(1-(2-cyano-4,4-dimethylpent-2-enoyl)pyrrolidin-2-yl)-4-(4-((5-methylpyridin-2-yl)carbamoyl)phenyl)-1H-imidazole-5-carboxamide NN1C(=NC(=C1C(=O)N)C1=CC=C(C=C1)C(NC1=NC=C(C=C1)C)=O)[C@H]1N(CCC1)C(C(=CC(C)(C)C)C#N)=O